n-octadecyl cyanoacrylate C(#N)C(C(=O)OCCCCCCCCCCCCCCCCCC)=C